methyl-2-amino-5-(4-((1r,5s)-3-(2-morpholinoethyl)-3-azabicyclo[3.1.0]hex-1-yl)phenyl)nicotinic acid CC1=NC(=C(C(=O)O)C=C1C1=CC=C(C=C1)[C@@]12CN(C[C@H]2C1)CCN1CCOCC1)N